C[C@@H]1CNC(C=2N1C1=C(C2)C=CC(=N1)C(=O)NC1=C(C=C(C=C1)N1CCOCC1)S(N)(=O)=O)=O (R)-9-methyl-N-(4-morpholino-2-sulfamoylphenyl)-6-oxo-6,7,8,9-tetrahydropyrido[3',2':4,5]pyrrolo[1,2-a]pyrazine-2-carboxamide